3-[4-[3,4-Dihydroxy-5-(hydroxymethyl)oxolan-2-yl]oxy-3-hydroxyphenyl]-1-phenylprop-2-en-1-one OC1C(OC(C1O)CO)OC1=C(C=C(C=C1)C=CC(=O)C1=CC=CC=C1)O